CC1(CCC2=NN=C(N21)C2=CC=CC(=N2)N2CC=1C(=NC(=CC1C2=O)N2[C@@H](COCC2)C)COC(NC)=O)C (R)-((2-(6-(5,5-dimethyl-6,7-Dihydro-5H-pyrrolo[2,1-c][1,2,4]triazol-3-yl)pyridin-2-yl)-6-(3-methylmorpholinyl)-1-Oxo-2,3-dihydro-1H-pyrrolo[3,4-c]pyridin-4-yl)methyl)(methyl)carbamate